N[C@@H]1C[C@@H](CC1)OC=1C(=NC(=C(C1)C)C)C1=CC(=NN1)NC=1N=CC(=NC1)C#N 5-((5-(3-(((1R,3S)-3-aminocyclopentyl)oxy)-5,6-dimethylpyridin-2-yl)-1H-pyrazol-3-yl)amino)pyrazine-2-carbonitrile